BrC=1C=C2C(=C(C(N(C2=CC1OC)C)=O)C#N)N1CCC(CC1)C=1OC2=C(N1)C=C(C=C2)C 6-Bromo-7-methoxy-1-methyl-4-[4-(5-methyl-1,3-benzooxazol-2-yl)piperidin-1-yl]-2-oxo-1,2-dihydro-quinoline-3-carbonitrile